CC=1C=C(C=NC1)[C@H](CC(=O)O)N1N=C(C=C1)CCCC1=NC=2NCCCC2C=C1 (S)-3-(5-methylpyridin-3-yl)-3-{3-[3-(5,6,7,8-tetrahydro-1,8-naphthyridin-2-yl)propyl]-1H-pyrazol-1-yl}propionic acid